3-phenyl-1-(piperazin-1-yl)prop-2-yn-1-one trifluoroacetate FC(C(=O)O)(F)F.C1(=CC=CC=C1)C#CC(=O)N1CCNCC1